(4-amino-1-methyl-1H-pyrazolo[4,3-c][1,7]naphthyridin-8-yl)((2S,4aS,9aR)-2-methyl-7-(trifluoromethyl)-2,3,9,9a-tetrahydroindeno[2,1-b][1,4]oxazin-4(4aH)-yl)methanone NC1=NC=2C=NC(=CC2C2=C1C=NN2C)C(=O)N2[C@@H]1[C@H](O[C@H](C2)C)CC=2C=C(C=CC21)C(F)(F)F